ClCCCCS(=O)(=O)[O-] 3-chloro-propylmethanesulfonate